ClC=1N=C(C2=C(N1)C(=C(N=C2)Cl)F)N2C1C(C1CCC2)F 2,7-Dichloro-8-fluoro-4-((trans)-7-fluoro-2-azabicyclo[4.1.0]heptan-2-yl)pyrido[4,3-d]pyrimidine